(1S,2S)-2-isopropylcyclopropanecarboxylic acid (1,3-dioxoisoindolin-2-yl) ester O=C1N(C(C2=CC=CC=C12)=O)OC(=O)[C@@H]1[C@@H](C1)C(C)C